5-(2-(1H-indol-3-yl)ethyl)-5,6,7,8-tetrahydro-[1,3]dioxazolo[4,5-g]Isoquinoline N1C=C(C2=CC=CC=C12)CCC1NCCC=2C=C3C(=CC12)ONO3